N1CCNCC1 trans-piperazine